CN(C)CC1=NC2=C(C=CC=C2C=C1)NS(=O)(=O)CCC(F)(F)F N-(2-((Dimethylamino)methyl)quinolin-8-yl)-3,3,3-trifluoropropane-1-sulfonamide